zinc carbonate cobalt carbonate C([O-])([O-])=O.[Co+2].C([O-])([O-])=O.[Zn+2]